BrCC(=O)C1=C(C=C(C=C1)Cl)Cl 2,4-dichlorophenyl bromomethyl ketone